4-(1-(4-((5-chloro-3-fluoropyridin-2-yl)oxy)-3-fluorophenyl)-1H-1,2,3-triazol-4-yl)-3-hydroxybutyric acid hydrochloride Cl.ClC=1C=C(C(=NC1)OC1=C(C=C(C=C1)N1N=NC(=C1)CC(CC(=O)O)O)F)F